C1(C=CC(N1C=1C(OC2=C3C(=CC=C2C1)C=CC=C3)C(=O)OC)=O)=O methyl maleimidobenzochromene-carboxylate